water radium [Ra].O